FC1=CC=C(C=C1)[C@@H](C)C1=C(N=CC(=N1)C(=O)NC)N[C@H]1CN(CC1)C 6-((R)-1-(4-fluorophenyl)ethyl)-N-methyl-5-(((R)-1-methylpyrrolidin-3-yl)amino)pyrazine-2-carboxamide